Tert-butyl (2'S,7R)-2'-methyl-2-(trifluoromethyl)spiro[4,5-dihydrothieno[2,3-c]pyran-7,4'-piperidine]-1'-carboxylate C[C@@H]1N(CC[C@]2(C1)OCCC1=C2SC(=C1)C(F)(F)F)C(=O)OC(C)(C)C